N[C@H]1CS(C2=C(N(C1=O)CC1=CC=C(C=C1)Cl)C=C(C=C2)C=2OC(=NN2)N2CC(OCC2)(C)C)(=O)=O (3R)-3-amino-5-[(4-chlorophenyl)methyl]-7-[5-(2,2-dimethylmorpholin-4-yl)-1,3,4-oxadiazol-2-yl]-1,1-dioxo-2,3-dihydro-1λ6,5-benzothiazepin-4-one